tert-butyl N-allyl-N-(1-methylpent-4-ynyl)carbamate C(C=C)N(C(OC(C)(C)C)=O)C(CCC#C)C